tert-butyl 4-(1-hydroxy ethyl)indoline-1-carboxylate OC(C)C1=C2CCN(C2=CC=C1)C(=O)OC(C)(C)C